CC1=C(OCC(=O)O)C=CC(=C1)Cl 2-methyl-4-chloro-phenoxyacetic acid